CC=1C=C(C=CC1)C1CNC(CO1)([2H])[2H] 2-(M-methylphenyl)morpholine-5,5-d2